N1C=CC2=C(C=CC=C12)C1=CN=C2C(=N1)N(CCN2)CCC2CCOCC2 7-(1H-indol-4-yl)-1-(2-(tetrahydro-2H-pyran-4-yl)ethyl)-3,4-dihydropyrazino[2,3-b]pyrazin